C(CCCCCCCCCCCCCCCCCCCCCCCCC=CCC)(=O)O 26-Nonacosenoic acid